OC1=C(C=CC=C1)C1=CC=C(C=C1)CNC1=C2N=CN(C2=NC(=N1)N1CCNCC1)C(C)C 4-(6-(((2'-hydroxy-[1,1'-biphenyl]-4-yl)methyl)amino)-9-isopropyl-9H-purin-2-yl)piperazine